S1(C=CC=CC=C1)(=O)=O thiepindione